tert-Butyl (NE)-N-{(4S)-4-[3-(benzyloxycarbonylamino)-2-chlorophenyl]-4-methyl-6-oxo-1-(tetrahydropyran-3-yl)hexahydropyrimidin-2-ylidene}carbamate C(C1=CC=CC=C1)OC(=O)NC=1C(=C(C=CC1)[C@]1(N/C(/N(C(C1)=O)C1COCCC1)=N\C(OC(C)(C)C)=O)C)Cl